S(CCC(C(=O)[O-])CC1=CC(=C(C(=C1)C(C)(C)C)O)C(C)(C)C)CCC(C(=O)[O-])CC1=CC(=C(C(=C1)C(C)(C)C)O)C(C)(C)C 2,2'-thio-diethylenebis[3-(3,5-di-tert-butyl-4-hydroxyphenyl) propionate]